C1CC12CCN(CC2)C2=C(C=NC(=C2)NS(=O)(=O)CCO)C(=O)NC2=NC(=CC=C2)N2C[C@H](OCC2)C 4-(6-azaspiro[2.5]octan-6-yl)-6-(((2-hydroxyethyl)sulfonyl)amino)-N-(6-((2R)-2-methyl-4-morpholinyl)-2-pyridinyl)-3-pyridinecarboxamide